N-(1,3-benzothiazol-5-yl)-6-methyl-4-[(1-methylcyclopropyl)amino]furo[2,3-d]pyrimidine-5-carboxamide S1C=NC2=C1C=CC(=C2)NC(=O)C2=C(OC=1N=CN=C(C12)NC1(CC1)C)C